C1CS(CCC12CCNCC2)(=O)=O 3-thia-9-azaspiro[5.5]undecane 3,3-dioxide